Cl.NCCCCN(CCCCCCCCCS(=O)(=O)N(CCCC)CCCCCC)CCCCCCCCCS(=O)(=O)N(CCCCCC)CCCC 9,9'-((4-aminobutyl)azanediyl)bis(N-butyl-N-hexylnonane-1-sulfonamide) hydrochloride